CC1=C(OC2=CC=C(C=C2C1=O)C)N1CCCCC1 3,6-dimethyl-2-(piperidin-1-yl)-4H-chromen-4-one